C(C)(C)(C)OC(=O)NC1CC(C1)OC1=CC=C(C=C1)C(C)(C)C1=CC=C(OC2=CC=CC(=N2)C(=O)O)C=C1 6-(4-(2-(4-((1s,3s)-3-((tert-butoxycarbonyl)amino)cyclobutyloxy)phenyl)propan-2-yl)phenoxy)picolinic acid